3-benzyl-1-(trans-4-((5-cyano-4-(3-(morpholin-4-yl-sulfonyl)phenyl)pyrimidin-2-yl)amino)cyclohexyl)-1-(5-(1-methyl-1H-pyrazol-4-yl)pyridin-2-yl)urea C(C1=CC=CC=C1)NC(N(C1=NC=C(C=C1)C=1C=NN(C1)C)[C@@H]1CC[C@H](CC1)NC1=NC=C(C(=N1)C1=CC(=CC=C1)S(=O)(=O)N1CCOCC1)C#N)=O